2-methyl-1,4,7,10-tetraazacyclododecan-1,4,7,10-tetraacetic acid CC1N(CCN(CCN(CCN(C1)CC(=O)O)CC(=O)O)CC(=O)O)CC(=O)O